FC1=CC=C(OC=2C=CC3=C(N(C=N3)CC3OCCC3)C2)C=C1 6-(4-fluorophenoxy)-1-(tetrahydrofuran-2-ylmethyl)-1H-benzimidazole